CN1CCN(CC1)C1=NC=C(C=C1)B1OC(C(O1)(C)C)(C)C 1-methyl-4-[5-(4,4,5,5-tetramethyl-1,3,2-dioxaborolan-2-yl)-2-pyridyl]piperazine